FC=1C=C(C=C(C1N1S(NC(C1)=O)(=O)=O)O)CN[C@@H]1CN(CCC1)C(CC(=O)O)=O 3-[(3S)-3-[[3-fluoro-5-hydroxy-4-(1,1,4-trioxo-1,2,5-thiadiazolidin-2-yl)phenyl]methylamino]-1-piperidyl]-3-oxo-propanoic acid